(R)-(3-aminopiperidin-1-yl)(2-(1-ethyl-1H-pyrrolo[2,3-b]pyridin-2-yl)-3,4-dihydro-5-oxa-1,2a-diazaacenaphthylen-7-yl)methanone N[C@H]1CN(CCC1)C(=O)C=1C=C2OCCN3C(=NC(C1)=C32)C3=CC=2C(=NC=CC2)N3CC